CC1(CC23C(O1)C(C(C(C3CCC2)(C)C)C)(C)C)C 2,2,7,7,8,9,9-Heptamethyldecahydroindeno[4,3a-b]furan